[N+](#[C-])C1=CC=C(C(=O)OC(C)(C)C)C=C1 tert-butyl 4-isocyanobenzoate